trivinyl-(2-ethoxyethoxy)silane C(=C)[Si](OCCOCC)(C=C)C=C